FC1=C(C(=C(C(=C1CCC(=O)[O-])F)C(F)(F)F)C)C1=C(C=C(C=C1)C)C 3-(2,4-difluoro-2',4',6-trimethyl-5-(trifluoromethyl)biphenyl-3-yl)propanoate